(R)-N-(5-fluoroquinolin-6-yl)-7-(1-methyl-1H-pyrazol-4-yl)-5-((1-methylpiperidin-3-yl)oxy)quinazolin-4-amine FC1=C2C=CC=NC2=CC=C1NC1=NC=NC2=CC(=CC(=C12)O[C@H]1CN(CCC1)C)C=1C=NN(C1)C